chloro-purin ClC1=NC=C2NC=NC2=N1